7-chloro-4-(2-(1-(6-(4,5-dimethyl-1H-imidazol-1-yl)pyridin-3-yl)ethylidene)hydrazineyl)quinazoline phosphoric acid salt P(O)(O)(O)=O.ClC1=CC=C2C(=NC=NC2=C1)NN=C(C)C=1C=NC(=CC1)N1C=NC(=C1C)C